2-(6-(2-(ethylamino)cyclopropyl)-3-methylpyridin-2-yl)propanol C(C)NC1C(C1)C1=CC=C(C(=N1)C(CO)C)C